(3R,6S)-6-[5-[3-cis-(trifluoromethoxy)cyclobutyl]-1,3,4-oxadiazol-2-yl]tetrahydropyran-3-amine HCl Salt Cl.FC(OC1(CCC1)C1=NN=C(O1)[C@@H]1CC[C@H](CO1)N)(F)F